FC1=CC=C(CC2=CC3=C(OC[C@@H](N3C(=O)OC(C)(C)C)C)N=C2NCCO)C=C1 tert-butyl (S)-7-(4-fluorobenzyl)-6-((2-hydroxyethyl)amino)-2-methyl-2,3-dihydro-1H-pyrido[2,3-b][1,4]oxazine-1-carboxylate